O1C=CC=2C(=NC=CC21)C2=CC=C(C(=O)NC1CCN(CC1)C(CC)=O)C=C2 4-(furo[3,2-c]pyridin-4-yl)-N-(1-propionylpiperidin-4-yl)benzamide